carbamoyl-spermine C(N)(=O)NCCCNCCCCNCCCN